((4-(6-((5-cyano-3-fluoro-4-methylthiophene-2-yl) methoxy) pyridin-2-yl) piperidin-1-yl) methyl)-1-(oxetan-2-ylmethyl)-1H-benzo[d]imidazole-6-carboxylate C(#N)C1=C(C(=C(S1)COC1=CC=CC(=N1)C1CCN(CC1)COC(=O)C=1C=CC2=C(N(C=N2)CC2OCC2)C1)F)C